FC1=CC=C(C=C1)[C@H]1[C@@H](C1)NCCC[C@@H](C(=O)N1N(CC2=C1CNC2)S(=O)(=O)C)NC(C2=CC=C(C=C2)C#N)=O N-[(2S)-5-[[(1R,2S)-2-(4-fluorophenyl)cyclopropyl]amino]-1-(2,4,5,6-tetrahydro-2-(methanesulfonyl)pyrrolo[3,4-c]pyrazol-1-yl)-1-oxopentan-2-yl]-4-cyanobenzamide